CN1N(C2=C(CN(CC2)C(=O)OC(C)(C)C)C1=O)CC1=C(C=CC=C1)C(F)(F)F Tert-Butyl 2-methyl-3-oxo-1-[[2-(trifluoromethyl)phenyl]methyl]-1H,2H,3H,4H,5H,6H,7H-pyrazolo[4,3-c]pyridine-5-carboxylate